(R)-(1-(6-chloro-2-(2,5-dimethyl-1H-pyrrol-1-yl)pyrimidin-4-yl)pyrrolidin-3-yl)(methyl)carbamic acid tert-butyl ester C(C)(C)(C)OC(N(C)[C@H]1CN(CC1)C1=NC(=NC(=C1)Cl)N1C(=CC=C1C)C)=O